5-[4-(3-Phenylpropionylamino)phenyl]-1H-naphtho[1,2-b][1,4]diazepine-2,4(3H,5H)-dione C1(=CC=CC=C1)CCC(=O)NC1=CC=C(C=C1)N1C2=C(NC(CC1=O)=O)C1=CC=CC=C1C=C2